N-(5-tert-butylisoxazol-3-yl)-2-[4-(4,4,5,5-tetramethyl-1,3,2-dioxaborolan-2-yl)phenyl]acetamide C(C)(C)(C)C1=CC(=NO1)NC(CC1=CC=C(C=C1)B1OC(C(O1)(C)C)(C)C)=O